NC=1C=C(C(=NC1)N1N=CC(=N1)C(C)=O)C(F)F 1-(2-(5-amino-3-(difluoromethyl)pyridin-2-yl)-2H-1,2,3-triazol-4-yl)ethan-1-one